ClC=1C=C2C(=NC1OC)C(=C(N2C)C2=NN=CN2)N2C=NC=C2 6-chloro-3-(1H-imidazol-1-yl)-5-methoxy-1-methyl-2-(4H-1,2,4-triazol-3-yl)-1H-pyrrolo[3,2-b]pyridine